C(C)OC(CCCP(=O)(OC)OC1=CC(=CC(=C1C1CCCC(=C1)C)OP(=O)(OC)CCCC(=O)OCC)CCCCC)=O ethyl 4-(((6-(((4-ethoxy-4-oxobutyl)(methoxy)phosphoryl)oxy)-5'-methyl-4-pentyl-1',2',3',4'-tetrahydro-[1,1'-biphenyl]-2-yl)oxy)(methoxy)phosphoryl)butanoate